C(=O)O.CC(C)(C)[S@@](=O)N[C@@H]1C/C=C/C(CS[C@@H]2[C@@H]([C@H]([C@H]([C@@H]1O2)O)O)O)CN2CCOCC2 (R)-2-methyl-N-((1R,8R,9R,10R,11S,12R,E)-10,11,12-trihydroxy-4-(morpholinomethyl)-13-oxa-2-thiabicyclo[7.3.1]tridec-5-en-8-yl)propane-2-sulfinamide formate salt